C(C=C)[Si](OCCOC)(OCCOC)C allyl-methyl-di(methoxyethoxy)silane